pentacosene CCCCCCCCCCCCCCCCCCCCCCCC=C